(6-{4-[(4-chloro-2-fluorobenzyl)oxy]-5-fluoropyrimidin-2-yl}-6-azaspiro[2.5]oct-1-yl)-1-[(2S)-oxetan-2-ylmethyl]-1H-benzimidazole-6-carboxylic acid ammonium salt [NH4+].ClC1=CC(=C(COC2=NC(=NC=C2F)N2CCC3(CC3C3=NC4=C(N3C[C@H]3OCC3)C=C(C=C4)C(=O)[O-])CC2)C=C1)F